F[C@@H]1[C@H](C1)C(=O)Cl (1S,2S)-2-fluorocyclopropanecarbonyl chloride